OC1=NC=CC(=C1)N1N(CC(=C1C)C(F)(F)F)CC1CCOCC1 N-(2-hydroxypyridin-4-yl)-5-methyl-2-(oxan-4-ylmethyl)-4-(trifluoromethyl)pyrazole